methyl cis-2-(3-methylbenzyl)-3-((methylsulfonyl)amino)piperidine-1-carboxylate CC=1C=C(C[C@@H]2N(CCC[C@@H]2NS(=O)(=O)C)C(=O)OC)C=CC1